2-chloro-8-methyl-6-(4,4,5,5-tetramethyl-1,3,2-dioxaborolan-2-yl)imidazo[1,2-b]pyridazine ClC=1N=C2N(N=C(C=C2C)B2OC(C(O2)(C)C)(C)C)C1